N(=C=O)C1=C(C=CC=C1)C(C#N)CC 2-(2-isocyanatophenyl)butyronitrile